O=C1N(C[C@@H](N(C1)C(=O)OC(C)(C)C)CCC)C1=CC(=CC=C1)OC(F)(F)F tert-Butyl (S)-5-oxo-2-propyl-4-(3-(trifluoromethoxy)phenyl)piperazine-1-carboxylate